nonylene glycol dimethacrylate C(C(=C)C)(=O)OCCCCCCCCCOC(C(=C)C)=O